(S)-1-((R) or (S)-2-(3-chlorobenzyl)piperidin-1-yl)-3-(4-(methylsulfonyl)phenoxy)propan-2-ol ClC=1C=C(C[C@@H]2N(CCCC2)C[C@@H](COC2=CC=C(C=C2)S(=O)(=O)C)O)C=CC1 |o1:5|